2-pyrrolidone-5-carboxylic acid, sodium salt [Na+].N1C(CCC1C(=O)[O-])=O